N1(C=CC2=NC=CC=C21)CC2=CC=C(C=C2)C=2OC(=NN2)C(F)F 2-(4-((1H-pyrrolo[3,2-b]pyridin-1-yl)methyl)phenyl)-5-(difluoromethyl)-1,3,4-oxadiazole